Methyl 5-(3-(N-((4'-(dimethylamino)-[1,1'-biphenyl]-4-yl)methyl)cyclohexanecarboxamido) phenyl)nicotinate CN(C1=CC=C(C=C1)C1=CC=C(C=C1)CN(C(=O)C1CCCCC1)C=1C=C(C=CC1)C=1C=NC=C(C(=O)OC)C1)C